Cl.OC1C(NCC1)=O 3-hydroxypyrrolidin-2-one hydrochloride